2-(2,4-difluorophenyl)-5-ethyl-tetrazole FC1=C(C=CC(=C1)F)N1N=C(N=N1)CC